1,3-diethyl-1,3-diisopropyldisiloxane C(C)[SiH](O[SiH](C(C)C)CC)C(C)C